2,5-Diphenyloxazole C1(=CC=CC=C1)C=1OC(=CN1)C1=CC=CC=C1